4-(2-methyl-6,7-dihydropyrazolo[1,5-a]pyrimidin-4(5H)-yl)-N-(4-(1-methylpiperidin-4-yl)phenyl)-4-oxobutanamide CC1=NN2C(N(CCC2)C(CCC(=O)NC2=CC=C(C=C2)C2CCN(CC2)C)=O)=C1